2-iodo-1,3,8-trihydroxy-6-methyl-9,10-anthraquinone IC1=C(C=2C(C3=C(C=C(C=C3C(C2C=C1O)=O)C)O)=O)O